CC(C)(OC(NCCNC(CNC(CNC(CNC(OCC1C2=CC=CC=C2C=2C=CC=CC12)=O)=O)=O)=O)=O)C (9H-fluoren-9-yl)methyl (2,2-dimethyl-4,9,12,15-tetraoxo-3-oxa-5,8,11,14-tetraazahexadecan-16-yl)carbamate